NCCNCCCN 3-(2-aminoethyl)aminopropyl-amine